tert-butyl-4-(2-methyl-4-((6-((2-phenylpyridin-4-yl)thio)hexyl)amino)phenyl)piperazine C(C)(C)(C)N1CCN(CC1)C1=C(C=C(C=C1)NCCCCCCSC1=CC(=NC=C1)C1=CC=CC=C1)C